Cl.C(CC)N1N=CC=2CNCCOC21 1-Propyl-4,5,6,7-tetrahydro-1H-pyrazolo[4,3-f][1,4]oxazepine hydrochloride